lithium iodide, lithium salt [Li+].[I-].[Li+].[I-]